(1-methylheptyl)(2-ethylhexyl)phosphinic acid CC(CCCCCC)P(O)(=O)CC(CCCC)CC